(tert-butyldimethylsilyloxy)-2-methyl-3-phenylbutanoic acid [Si](C)(C)(C(C)(C)C)OC(C(=O)O)(C(C)C1=CC=CC=C1)C